2-(4-tert-butyl-2-methyl-phenyl)-4-chloro-6-fluoro-3-(methoxymethyl)quinoline C(C)(C)(C)C1=CC(=C(C=C1)C1=NC2=CC=C(C=C2C(=C1COC)Cl)F)C